(R)-2-((2-amino-7-(2-(4-methylpiperazin-1-yl)pyrimidin-5-yl)-1,5-naphthyridin-4-yl)amino)-2-methylhexan-1-ol NC1=NC2=CC(=CN=C2C(=C1)N[C@@](CO)(CCCC)C)C=1C=NC(=NC1)N1CCN(CC1)C